BrC1=C(N=CC(=N1)C(=O)OC)OC methyl 6-bromo-5-methoxypyrazine-2-carboxylate